N1=C(C=CC=C1)C1=NC=CC=C1C1=NC=CC=C1.[Pt] platinum terpyridine